N-hydroxy-3-oxo-4-(2-(trifluoromethyl)benzyl)-3,4-dihydro-2H-benzo[b][1,4]oxazine-6-carboxamide ONC(=O)C1=CC2=C(OCC(N2CC2=C(C=CC=C2)C(F)(F)F)=O)C=C1